1-methyl-3-tributylstannyl-pyridin-2-one CN1C(C(=CC=C1)[Sn](CCCC)(CCCC)CCCC)=O